(e)-6-Amino-1-hexanol NCCCCCCO